ClC=1C=C(C=CC1Cl)C(=O)N1CC2(CC1)CN(CC2)C2=CC=CC=C2 (3,4-Dichlorophenyl)(7-phenyl-2,7-diazaspiro[4.4]nonan-2-yl)methanone